BrC1=CC=C2C(=C1F)OCC[C@]21N(C(OC1)=O)C1=NC=C(C=C1OCF)C(F)(F)F (S)-7-bromo-8-fluoro-3'-(3-(fluoromethoxy)-5-(trifluoromethyl)pyridin-2-yl)spiro[chroman-4,4'-oxazolidin]-2'-one